CN1C[C@@H](CC(=CC1)C1=C(C(=CC=2CCOC21)NC2=NC(=CC(=N2)C)NC)C)O |o1:3| rel-(3R)-1-methyl-5-[6-methyl-5-[[4-methyl-6-(methylamino)pyrimidin-2-yl]amino]-2,3-dihydrobenzofuran-7-yl]-2,3,4,7-tetrahydroazepin-3-ol